NC=1C(=NC(=C(N1)N)Cl)C(=O)NC(NCCCCC1=CC=C(C=C1)C1=CC=C(C=C1)CCC(=O)N[C@@H](CCCCN(C[C@@H]([C@H]([C@@H]([C@@H](CO)O)O)O)O)CCCCCC)C(=O)OC)=N methyl N2-(3-(4'-(4-(3-(3,5-diamino-6-chloropyrazine-2-carbonyl)guanidino)butyl)-[1,1'-biphenyl]-4-yl)propanoyl)-N6-hexyl-N6-((2S,3R,4R,5R)-2,3,4,5,6-pentahydroxyhexyl)-L-lysinate